4-(trifluoromethoxy)benzoyl fluoride FC(OC1=CC=C(C(=O)F)C=C1)(F)F